2-(2-bromo-4-chlorophenyl)-1-cyclopropylethanone BrC1=C(C=CC(=C1)Cl)CC(=O)C1CC1